C(#N)C(C(=O)N1CCN(CC1)CC(=O)[O-])=CC(C)(C)C 2-(4-(2-cyano-4,4-dimethylpent-2-enoyl)piperazin-1-yl)acetate